C1(C(C1=C(C#N)C1=C(C(=C(C(=C1F)F)C(F)(F)F)F)F)=C(C#N)C1=C(C(=C(C(=C1F)F)C(F)(F)F)F)F)=C(C#N)C1=C(C(=C(C(=C1F)F)C(F)(F)F)F)F α,α',α''-1,2,3-Cyclopropanetriylidenetris[2,3,5,6-tetrafluoro-4-(trifluoromethyl)benzeneacetonitrile]